N-[(3R)-1-{5-[4-(2,6-difluorophenyl)-6-methylpyridin-3-yl]-4,5-dihydro-1,2-oxazol-3-yl}-4,4-difluoropyrrolidin-3-yl]methanesulfonamide FC1=C(C(=CC=C1)F)C1=C(C=NC(=C1)C)C1CC(=NO1)N1C[C@H](C(C1)(F)F)NS(=O)(=O)C